(S)-N-((1H-pyrrolo[3,2-c]pyridin-2-yl)methyl)-1-((phenoxathiine-3-carbonyl)glycyl)pyrrolidine-2-carboxamide N1C(=CC=2C=NC=CC21)CNC(=O)[C@H]2N(CCC2)C(CNC(=O)C=2C=CC=1SC3=CC=CC=C3OC1C2)=O